C1(=CC=CC=C1)C1=NC(=NC(=N1)C1=CC=CC=C1)C1=C(C(=C(C(=C1N1C2=C(C3=CC=CC=C13)C=CN=C2)N2C1=C(C3=CC=CC=C23)C=CN=C1)N1C2=C(C3=CC=CC=C13)C=CN=C2)N2C1=C(C3=CC=CC=C23)C=CN=C1)C=1SC2=C(N1)C=CC=C2 2-(2-(4,6-diphenyl-1,3,5-triazin-2-yl)-3,4,5,6-tetrakis(9H-pyrido[3,4-b]indol-9-yl)phenyl)benzo[d]thiazole